FCP1OOCC1 fluoromethyldioxaphospholane